N-(6-fluoro-4-nitro-2,3-dihydro-1H-inden-5-yl)acetamide FC1=C(C(=C2CCCC2=C1)[N+](=O)[O-])NC(C)=O